FC1=CC(=C(C=C1)N1C(C(=CC=C1)C(=O)NC1=CC=C(C=C1)C(C)(C)O)=O)OCC(F)(F)F 1-[4-fluoro-2-(2,2,2-trifluoroethoxy)phenyl]-N-[4-(2-hydroxypropan-2-yl)phenyl]-2-oxo-1,2-dihydropyridine-3-carboxamide